N-(2-(7-cyclopropoxy-3-methylisoquinolin-1-yl)ethyl)acetamide C1(CC1)OC1=CC=C2C=C(N=C(C2=C1)CCNC(C)=O)C